6-(8-chloronaphthalen-1-yl)-3-(1H-tetrazol-5-yl)pyrazolo[1,5-a]pyrimidin-7-amine ClC=1C=CC=C2C=CC=C(C12)C=1C=NC=2N(C1N)N=CC2C2=NN=NN2